1-hexanol N,N-didecylaminoacetate C(CCCCCCCCC)N(CCCCCCCCCC)CC(=O)OCCCCCC